ClC=1C=C2C=CC(=NC2=CC1)C=1C=C2CN(C(C2=CC1)=O)C1C(NC(CC1)=O)=O 3-[5-(6-chloroquinolin-2-yl)-1-oxo-2,3-dihydro-1H-isoindol-2-yl]piperidine-2,6-dione